6-(4-fluorophenyl)-8-methoxy-N-[2-methyl-1-(3-methyl-1,2,4-oxadiazol-5-yl)propyl]quinazolin-4-amine FC1=CC=C(C=C1)C=1C=C2C(=NC=NC2=C(C1)OC)NC(C(C)C)C1=NC(=NO1)C